N-[4-cyano-5-[4-[(E)-[(2-isopropyl-5-methyl-phenyl)aminomethyl-thiohydrazino]methyl]phenyl]-2-methyl-pyrazol-3-yl]-4-(trifluoromethoxy)benzamide C(#N)C1=C(N(N=C1C1=CC=C(C=C1)CNNSCNC1=C(C=CC(=C1)C)C(C)C)C)NC(C1=CC=C(C=C1)OC(F)(F)F)=O